C1=COOC1 Dioxacyclopentene